(R)-3-(((6-(isoindolin-2-ylmethyl)-4-oxo-4H-pyran-3-yl)oxy)methyl)piperidine-1-carboxylic acid tert-butyl ester C(C)(C)(C)OC(=O)N1C[C@@H](CCC1)COC1=COC(=CC1=O)CN1CC2=CC=CC=C2C1